fluorogermanic acid F[Ge](=O)O